5-fluoro-1',2',3',6'-tetrahydro-[3,4'-bipyridine]-6-carbonitrile FC=1C=C(C=NC1C#N)C=1CCNCC1